FC=1C(=C2C=CN=CC2=C(C1)C(CO)CCO)CNC1CC(C1)OC1=CC(=C(C=C1)F)C(F)(F)F 2-(6-fluoro-5-((((1r,3r)-3-(4-fluoro-3-(trifluoromethyl)phenoxy)cyclobutyl)amino)methyl)isoquinolin-8-yl)butane-1,4-diol